diphenyl (1-((4-fluoro-2-((phenylsulfonyl)methyl)benzyl)amino)butyl)phosphonate FC1=CC(=C(CNC(CCC)P(OC2=CC=CC=C2)(OC2=CC=CC=C2)=O)C=C1)CS(=O)(=O)C1=CC=CC=C1